{1-[2,6-difluoro-4-(6-isopropoxy-pyridin-2-yl)-phenyl]Pyrrolidin-3-yl}-acetic acid FC1=C(C(=CC(=C1)C1=NC(=CC=C1)OC(C)C)F)N1CC(CC1)CC(=O)O